N'-hydroxy-5-((5-(5-(trifluoromethyl)pyridin-2-yl)-1,3,4-oxadiazol-2-yl)amino)pyridinecarboxamidine hydrochloride Cl.ON=C(N)C1=NC=C(C=C1)NC=1OC(=NN1)C1=NC=C(C=C1)C(F)(F)F